(1S)-2,2-difluoro-4-[trans-3-(trifluoromethyl)cyclobutoxy]-7-[(trifluoromethyl)thio]-2,3-dihydro-1H-inden-1-ol FC1([C@H](C2=C(C=CC(=C2C1)O[C@@H]1C[C@H](C1)C(F)(F)F)SC(F)(F)F)O)F